1-[6-chloro-3-(difluoromethyl)-2-pyridyl]-5-fluoro-pyrazole-3-carboxylic acid ethyl ester C(C)OC(=O)C1=NN(C(=C1)F)C1=NC(=CC=C1C(F)F)Cl